C(C)(=O)NC=1SC(=CN1)CN1CCN(CC1)CC(=O)NC=1C=C2C=CNC2=CC1 2-(4-((2-acetamidothiazol-5-yl)methyl)piperazin-1-yl)-N-(1H-indol-5-yl)acetamide